F[C@@H]1CN(CC[C@@H]1N(C=1C=2C=C(N(C2C=CC1)CC(F)(F)F)C#CCNC1=C(C=C(C=C1)S(=O)(=O)C)OC)C)C |r| rac-N-[(3R,4S)-3-fluoro-1-methylpiperidin-4-yl]-2-{3-[(4-methanesulfonyl-2-methoxyphenyl)amino]prop-1-yn-1-yl}-N-methyl-1-(2,2,2-trifluoroethyl)-1H-indol-4-amine